(+)-isopropenyl-2,3-dihydroxy-1,4-bisdiphenylphosphinobutane C(=C)(C)C(C(C(CP(C1=CC=CC=C1)C1=CC=CC=C1)O)O)P(C1=CC=CC=C1)C1=CC=CC=C1